1-tert-butyl (2-((3-(1H-imidazol-1-yl)propyl)(6-chloro-4-methylbenzo[d]thiazol-2-yl)amino)-2-oxoethyl)carbamate N1(C=NC=C1)CCCN(C(CNC(OC(C)(C)C)=O)=O)C=1SC2=C(N1)C(=CC(=C2)Cl)C